ethyl (1R,3R)-3-((1-(3,4-dichlorobenzyl)-3,7-dimethyl-2,6-dioxo-2,3,6,7-tetrahydro-1H-purin-8-yl)amino)cyclobutane-1-carboxylate ClC=1C=C(CN2C(N(C=3N=C(N(C3C2=O)C)NC2CC(C2)C(=O)OCC)C)=O)C=CC1Cl